C(C#CC)(=O)N[C@@H]1CC(CCC1)C1=C2C(=C(NC2=C(C=C1F)C(=O)N)C)C 4-((3S)-3-(but-2-ynamido)cyclohexyl)-5-fluoro-2,3-dimethyl-1H-indole-7-carboxamide